Cl[Zn]C=1N(C(=C(N1)C1=NC=2C(=NC=C(C2)C(C(F)(F)F)(F)F)N1C)SCC)C Chloro{5-(ethylsulfanyl)-1-methyl-4-[3-methyl-6-(pentafluoroethyl)-3H-imidazo[4,5-b]pyridin-2-yl]-1H-imidazol-2-yl}zinc